tert-butyl trans-3-(4-(1-methylpiperidin-4-yl)-1H-1,2,3-triazol-1-yl)-4-(4-(trifluoromethyl)benzyloxy)pyrrolidine-1-carboxylate CN1CCC(CC1)C=1N=NN(C1)[C@@H]1CN(C[C@H]1OCC1=CC=C(C=C1)C(F)(F)F)C(=O)OC(C)(C)C